(2S,3S)-3-((5-fluoro-2-(2-methoxy-7-methylquinoxalin-5-yl)benzo[d]Thiazol-6-yl)oxy)butan-2-ol FC=1C(=CC2=C(N=C(S2)C2=C3N=CC(=NC3=CC(=C2)C)OC)C1)O[C@H]([C@H](C)O)C